N[C@H]1CS(C2=C(N(C1=O)CC1=CC=C(C=C1)Cl)C=C(C=C2)C=2OC(=NN2)N(CC(F)(F)F)C)(=O)=O (3R)-3-amino-5-[(4-chlorophenyl)methyl]-7-[5-[methyl(2,2,2-trifluoroethyl)amino]-1,3,4-oxadiazol-2-yl]-1,1-dioxo-2,3-dihydro-1λ6,5-benzothiazepin-4-one